ClC1=CC2=C(C(=N1)C1=C(C=C(C=C1)C(F)(F)F)F)CN(C2=O)C2=NN(C=C2)C 6-chloro-4-(2-fluoro-4-(trifluoromethyl)phenyl)-2-(1-methyl-1H-pyrazol-3-yl)-2,3-dihydro-1H-pyrrolo[3,4-c]pyridin-1-one